(2R,3R,4R,5R)-5-(2-amino-6-(methylamino)-9H-purin-9-yl)-4-fluoro-4-methyl-2-(((pivaloyloxy)methoxy)methyl)tetrahydrofuran-3-yl 3-methylbutanoate CC(CC(=O)O[C@@H]1[C@H](O[C@H]([C@]1(C)F)N1C2=NC(=NC(=C2N=C1)NC)N)COCOC(C(C)(C)C)=O)C